methyl (S)-3-amino-3-(4-bromo-6-chloropyridin-2-yl)propanoate N[C@@H](CC(=O)OC)C1=NC(=CC(=C1)Br)Cl